(1S,3r)-3-((S)-3-(azetidin-3-yl)piperidin-1-yl)-1-methylcyclobutane-1-carboxylic acid methyl ester COC(=O)C1(CC(C1)N1C[C@H](CCC1)C1CNC1)C